methyl 4-[(tert-butyldimethylsilyl)oxy]-2-methylbenzoate [Si](C)(C)(C(C)(C)C)OC1=CC(=C(C(=O)OC)C=C1)C